7-(3-(5-fluoro-1-((1-fluorocyclopentyl)methyl)-1H-pyrazol-4-yl)-6-methylpyridin-2-yl)quinoline FC1=C(C=NN1CC1(CCCC1)F)C=1C(=NC(=CC1)C)C1=CC=C2C=CC=NC2=C1